C1(=CC=CC=C1)C=CCC(=O)O 4-phenyl-3-butenoic acid